tert-butyl 3-oxo-3-(4-(5-(trifluoromethyl)pyrimidin-2-yl)piperazin-1-yl)propanoate O=C(CC(=O)OC(C)(C)C)N1CCN(CC1)C1=NC=C(C=N1)C(F)(F)F